ethyl 8-fluoro-7-(1-methylcyclobutyl)-2-oxo-1,2-dihydroquinoline-3-carboxylate FC=1C(=CC=C2C=C(C(NC12)=O)C(=O)OCC)C1(CCC1)C